FC(C1=NN(C=C1C=1C=NC=2CCN(CC2C1)C=1C(=CC=2N(N1)C(C=CN2)=O)C)C)F 7-(3-(3-(difluoromethyl)-1-methyl-1H-pyrazol-4-yl)-7,8-dihydro-1,6-naphthyridin-6(5H)-yl)-8-methyl-4H-pyrimido[1,2-b]pyridazin-4-one